1-Ethyl-1-methyl-N-((S)-5-methyl-4-oxo-2,3,4,5-tetrahydrobenzo[b][1,4]oxazepin-3-yl)-1,3-dihydrofuro[3,4-c]pyridin-4-carboxamid C(C)C1(OCC=2C(=NC=CC21)C(=O)N[C@@H]2C(N(C1=C(OC2)C=CC=C1)C)=O)C